(cyclohexyloxy)pyridin C1(CCCCC1)OC1=NC=CC=C1